ClC=1N=CC=C2C1NC(=C2)C(=O)NC21CC(C2)(C1)O 7-chloro-N-{3-hydroxybicyclo[1.1.1]pentan-1-yl}-1H-pyrrolo[2,3-c]pyridine-2-carboxamide